ClC=1C=C(C=CC1F)C(CO)NC(=O)C1=CN(C=C1)C1=NC(=NC=C1C)NC1C(CCCC1)O N-(1-(3-chloro-4-fluorophenyl)-2-hydroxyethyl)-1-(2-((2-hydroxycyclohexyl)amino)-5-methylpyrimidin-4-yl)-1H-pyrrole-3-carboxamide